[1,3-bis(2,4,6-trimethylphenyl)-2-imidazolidinylidene]-dichloro-(3-phenyl-1H-indene-1-ylidene)(pyridyl)ruthenium(II) CC1=C(C(=CC(=C1)C)C)N1C(N(CC1)C1=C(C=C(C=C1C)C)C)=[Ru-5](C1=NC=CC=C1)(=C1C=C(C2=CC=CC=C12)C1=CC=CC=C1)(Cl)Cl